3-[6-Chloro-3-[(1R)-1-[2-(6,7-dihydro-4H-pyrazolo[5,1-c][1,4]oxazin-3-yl)-3,6-dimethyl-4-oxo-chromen-8-yl]ethoxy]-2-pyridyl]-4H-1,2,4-oxadiazol-5-one ClC1=CC=C(C(=N1)C1=NOC(N1)=O)O[C@H](C)C=1C=C(C=C2C(C(=C(OC12)C=1C=NN2C1COCC2)C)=O)C